C1(CCCC1)[C@@H](CC=O)N1N=CC(=C1)C=1C2=C(N=CN1)N(C=C2)COCC[Si](C)(C)C (3R)-3-cyclopentyl-3-[4-(7-[2-(trimethylsilyl)ethoxy]methyl-7H-pyrrolo[2,3-d]pyrimidin-4-yl)-1H-pyrazol-1-yl]propanal